N1(CCC1)C(=O)C1=C(C(=C(C=C1CCCCC)O)CC=C(CCC=C(C)C)C)O azetidin-1-yl(3-(3,7-dimethylocta-2,6-dien-1-yl)-2,4-dihydroxy-6-pentylphenyl)methanone